C(S(=O)(=O)[O-])S(=O)(=O)OC methyl methylenedisulfonate